ClC1=NC=C(C(=O)NOC)C(=C1)NC1=C(C(=CC=C1)C)NS(=O)(=O)C 6-chloro-N-methoxy-4-((3-methyl-2-(N-methylsulfonylamino)phenyl)amino)nicotinamide